1-[2-(2-fluoro-4-methoxyphenyl)-3-(pyridin-4-yl)-6,7-dihydropyrazolo[1,5-a]pyrazin-5(4H)-yl]prop-2-en-1-one FC1=C(C=CC(=C1)OC)C1=NN2C(CN(CC2)C(C=C)=O)=C1C1=CC=NC=C1